Methyl ((((1S,4R)-4-(2-amino-6-methoxy-9H-purin-9-yl)cyclopent-2-en-1-yl)methoxy)(4-bromophenoxy)phosphoryl)-D-alaninate NC1=NC(=C2N=CN(C2=N1)[C@H]1C=C[C@H](C1)COP(=O)(OC1=CC=C(C=C1)Br)N[C@H](C)C(=O)OC)OC